O1C(=NC2=C1C=CC=C2)NC2=CC(=NC(=N2)N2CCOCC2)[C@H](C)NC(C2=NC=C(C=C2)OC)=O (S)-N-(1-(6-(benzo[d]oxazol-2-ylamino)-2-morpholinopyrimidin-4-yl)ethyl)-5-methoxypicolinamide